FC1=C(C=CC(=C1)F)C1=NC=C(C=C1)C(F)(F)F 2-(2',4'-difluorophenyl)-5-trifluoromethylpyridine